COC1=CC=C(C(=N1)C)C=O 6-METHOXY-2-METHYLPYRIDINE-3-CARBOXALDEHYDE